[Na].C(CCCCCCCCCCCCCCC)(=O)OC[C@@H](OC(CCCCCCCCCCCCCCC)=O)COP(=O)(O)OCC(O)CO 1,2-dipalmitoyl-sn-glycero-3-phosphoglycerol sodium salt